N-(3,5-DIMETHYL-1H-INDAZOL-4-YL)-N-METHYL-1-(4-(TRIFLUOROMETHYL)PYRIDIN-2-YL)-1H-PYRAZOLE-4-SULFONAMIDE CC1=NNC2=CC=C(C(=C12)N(S(=O)(=O)C=1C=NN(C1)C1=NC=CC(=C1)C(F)(F)F)C)C